2,6-dibromo-4-((trimethylsilyl)ethynyl)pyridine BrC1=NC(=CC(=C1)C#C[Si](C)(C)C)Br